ClC=1C=2C(=N[C@H](C3=NC=NN3C2C=NC1C(F)(F)F)C)C1=C(C=CC=C1F)F (7S)-11-chloro-9-(2,6-difluorophenyl)-7-methyl-12-(trifluoromethyl)-2,3,5,8,13-pentazatricyclo[8.4.0.02,6]tetradeca-1(10),3,5,8,11,13-hexaene